2-amino-4-(4-aminophenyl)but-3-yn-1-yl dihydrogen phosphate P(=O)(OCC(C#CC1=CC=C(C=C1)N)N)(O)O